N-(quinolin-2-yl)-(phenylamino)-1-deoxy-β-D-glucopyranuronic acid N1=C(C=CC2=CC=CC=C12)N(C1=CC=CC=C1)[C@H]1[C@H](O)[C@@H](O)[C@H](O)[C@H](O1)C(=O)O